(S)-(+)-1-[(R)-2-diphenylphosphinoferrocenyl]ethyl-di-tert-butylphosphine chrysenyl-acrylate C1(=CC=CC=2C3=CC=C4C=CC=CC4=C3C=CC12)OC(C=C)=O.C1(=CC=CC=C1)P(C=1[C-](C=CC1)[C@H](C)P(C(C)(C)C)C(C)(C)C)C1=CC=CC=C1.[CH-]1C=CC=C1.[Fe+2]